Ethyl 5-methyl-4-nitro-1H-pyrazole-3-carboxylate CC1=C(C(=NN1)C(=O)OCC)[N+](=O)[O-]